2-(2-(6-Methylpyridin-2-yl)-4,5,6,7-tetrahydropyrazolo[1,5-a]pyrazin-3-yl)-7-(1H-pyrazol-4-yl)-1,5-naphthyridine CC1=CC=CC(=N1)C1=NN2C(CNCC2)=C1C1=NC2=CC(=CN=C2C=C1)C=1C=NNC1